[N+](=O)([O-])C1=CC=C2C=NNC2=C1 6-nitro-1H-indazole